di-tert-butyl-benzoquinone C(C)(C)(C)C1=C(C(C=CC1=O)=O)C(C)(C)C